N-[(2-chlorophenyl)methyl]-1-[3-(difluoromethyl)phenyl]-5-oxopyrrolidine-3-carboxamid ClC1=C(C=CC=C1)CNC(=O)C1CN(C(C1)=O)C1=CC(=CC=C1)C(F)F